OC1=C(C=C(C=C1)CCOC(C=C)=O)N1N=C2C(=N1)C=CC=C2 2-(2'-hydroxy-5-acryloxyethylphenyl)-2H-benzotriazole